1-(cyclopropylmethyl)-4-(4,4,5,5-tetramethyl-1,3,2-dioxaborolan-2-yl)-1H-Pyrazole C1(CC1)CN1N=CC(=C1)B1OC(C(O1)(C)C)(C)C